2-(4-methoxyphenyl)-4-(4-(piperazin-1-ylmethyl)phenylamino)pyrimido[4,5-d]pyridazin-5(6H)-one hydrochloride Cl.COC1=CC=C(C=C1)C=1N=C(C2=C(C=NNC2=O)N1)NC1=CC=C(C=C1)CN1CCNCC1